5-[bis(thenyl)aminocarbonyloxyethoxy]dimethylaminobenzene C1(=CC=CS1)CN(C(=O)OCCOC=1C=CC=C(C1)N(C)C)CC1=CC=CS1